(4-((2,6-difluorophenyl)amino)-2-(methylthio)pyrimidin-5-yl)methanol FC1=C(C(=CC=C1)F)NC1=NC(=NC=C1CO)SC